((1S,2S)-2-(((2-bromo-5-(trifluoromethyl)pyrazolo[1,5-a]pyrimidin-7-yl)amino)methyl)-2-phenylcyclopropyl)methanol BrC1=NN2C(N=C(C=C2NC[C@@]2([C@H](C2)CO)C2=CC=CC=C2)C(F)(F)F)=C1